CC(C(=O)NC1(CC1)CN1CCCCC1)(C)C1=NN(C2=CC=CC=C12)C 2-methyl-2-(1-methyl-1H-indazol-3-yl)-N-(1-(piperidin-1-ylmethyl)cyclopropyl)propanamide